4-((4-([1,2,4]triazolo[4,3-c]pyrimidin-7-yloxy)-3-methylphenyl)amino)-6-aminoquinoline-3-carbonitrile N=1N=CN2C=NC(=CC21)OC2=C(C=C(C=C2)NC2=C(C=NC1=CC=C(C=C21)N)C#N)C